(S)- or (R)-2-(4-cyano-2-cyclopropyl-6-isopropylphenyl)-N-(4-(hydroxymethyl)-2-(2-hydroxypropan-2-yl)thiazol-5-ylsulfonimidoyl)acetamide C(#N)C1=CC(=C(C(=C1)C(C)C)CC(=O)N[S@@](=O)(=N)C1=C(N=C(S1)C(C)(C)O)CO)C1CC1 |o1:15|